BrCC1=CCCCC1 1-(bromomethyl)cyclohex-1-ene